COC=1C=C(OCC(C(=O)OC(C)(C)C)=C)C=C(C1)[N+](=O)[O-] tert-butyl 2-((3-methoxy-5-nitrophenoxy)methyl)acrylate